N1C(=NC2=C1C=CC=C2)C=2N=CN1C2C=CC(=C1)C=1C(=C(C=CC1F)NS(=O)(=O)C=1C(=NC=C(C1)C#N)OC)F N-[3-[1-(1H-1,3-benzodiazol-2-yl)imidazo[1,5-a]pyridin-6-yl]-2,4-difluorophenyl]-5-cyano-2-methoxypyridine-3-sulfonamide